CC1=NC(=C2C=NNC2=N1)CCC1=NC=CN=C1 6-Methyl-4-(2-(2-pyrazinyl)ethyl)-1,2,5,7-tetraza-1H-indene